N-[(1S)-2-[[(1S)-1-cyano-2-[(3S)-2-oxopyrrolidin-3-yl]ethyl]amino]-1-indan-2-yl-2-oxo-ethyl]-4-methoxy-1H-indole-2-carboxamide C(#N)[C@H](C[C@H]1C(NCC1)=O)NC([C@H](C1CC2=CC=CC=C2C1)NC(=O)C=1NC2=CC=CC(=C2C1)OC)=O